C12(CC(C1)C2)NC2=NC(=NC=C2C(F)(F)F)NC=2C(=CC(=C(C2)NC(C=C)=O)N(C)CCN(C)C)OC N-(5-((4-(bicyclo[1.1.1]pentan-1-ylamino)-5-(trifluoromethyl)pyrimidin-2-yl)amino)-2-((2-(dimethylamino)ethyl)(methyl)amino)-4-methoxyphenyl)acrylamide